(1-OXO-2-PROPYLISOINDOLIN-5-YL)BORONIC ACID O=C1N(CC2=CC(=CC=C12)B(O)O)CCC